(R)-N-(1-(3-(difluoromethyl)-2-fluorophenyl)ethyl)-6-(3,6-dihydro-2H-pyran-4-yl)-2-methylpyrido[2,3-d]pyrimidin-4-amine FC(C=1C(=C(C=CC1)[C@@H](C)NC=1C2=C(N=C(N1)C)N=CC(=C2)C=2CCOCC2)F)F